NC1=C(SC2=NC(=CC(=C21)C(F)(F)F)C2=CC(=CC=C2)OC)C(C)=O 1-[3-amino-6-(3-methoxyphenyl)-4-(trifluoromethyl)thieno[2,3-b]pyridin-2-yl]ethanone